ClC1=C(C=CC=C1NC(C1=NC=C(C=C1)CN1CC(CC1)(C)O)=O)C1=C(C(=CC=C1)NC(C1=NC=C(C=C1)C(OC)OC)=O)C N-(2'-chloro-3'-(5-((3-hydroxy-3-methylpyrrolidin-1-yl)methyl)picolinamido)-2-methyl-[1,1'-biphenyl]-3-yl)-5-(dimethoxymethyl)picolinamide